C(C(=C)C)(=O)OCCOC1=CC=C(C=C1)C(C)(C)C1=CC=C(C=C1)OCCOC(C(=C)C)=O 2,2-bis(4-methacryloyloxyethoxyphenyl)propane